2,5-dioxopyrrolidin-1-yl(((9H-fluoren-9-yl)methoxy)carbonyl)glycine O=C1N(C(CC1)=O)N(CC(=O)O)C(=O)OCC1C2=CC=CC=C2C=2C=CC=CC12